ethyl N-acetyl-S-(5-methyl-2-(propan-2-ylidene)cyclohexyl)cysteinate C(C)(=O)N[C@@H](CSC1C(CCC(C1)C)=C(C)C)C(=O)OCC